C(C)(C)(C)OC(N[C@H]1[C@@H](CN(CC1)CC1CC1)C(NC1(CC1)C1=NC=CC=C1)=O)=O |r| rac-[(3R*,4R*)-1-Cyclopropylmethyl-3-(1-pyridin-2-yl-cyclopropylcarbamoyl)-piperidin-4-yl]-carbamic Acid Tert-Butyl Ester